1-(5-amino-2-(1H-imidazol-1-yl)phenyl)-4,4-difluorocyclohexane-1-ol NC=1C=CC(=C(C1)C1(CCC(CC1)(F)F)O)N1C=NC=C1